5-fluoro-1H-indazol FC=1C=C2C=NNC2=CC1